3-(hydrazinocarbonyl)-8-(4-isobutylpiperazin-1-yl)-N-(1-methylcyclopropyl)-[1,2,4]triazolo[4,3-a]pyridin-6-sulfonamide N(N)C(=O)C1=NN=C2N1C=C(C=C2N2CCN(CC2)CC(C)C)S(=O)(=O)NC2(CC2)C